ethyl 5-(1-adamantyl)-7-chloropyrazolo[1,5-a]pyrimidine-2-carboxylate Ethyl-5-(1-adamantyl)-7-oxo-4H-pyrazolo[1,5-a]pyrimidine-2-carboxylate C(C)OC(=O)C1=NN2C(NC(=CC2=O)C23CC4CC(CC(C2)C4)C3)=C1.C13(CC4CC(CC(C1)C4)C3)C3=NC=4N(C(=C3)Cl)N=C(C4)C(=O)OCC